N-[4-(3-cyanophenyl)-5-(2,6-dimethyl-4-pyridinyl)thiazol-2-yl]-3-morpholino-pyrrolidine-1-carboxamide C(#N)C=1C=C(C=CC1)C=1N=C(SC1C1=CC(=NC(=C1)C)C)NC(=O)N1CC(CC1)N1CCOCC1